ClC1=C2C=C(N=CC2=CC(=C1)C1=C(C=CC=C1C)F)N 5-chloro-7-(2-fluoro-6-methyl-phenyl)isoquinolin-3-amine